6-(4-((4-(1H-pyrazol-4-yl)phenyl)-amino)-pyrimidin-2-yl)-N-(1-methoxypropan-2-yl)-N-methyl-1H-indole-2-carboxamide N1N=CC(=C1)C1=CC=C(C=C1)NC1=NC(=NC=C1)C1=CC=C2C=C(NC2=C1)C(=O)N(C)C(COC)C